CS(=O)CC(CCCCCCCC)O 2-hydroxydecyl methyl sulfoxide